FC1=C(OC2=C(C(=CC=3N(C(=NC32)CN3C(C(=CC=C3)[N+](=O)[O-])=O)C(=O)OC(C)(C)C)F)F)C=CC(=C1)F tert-butyl 4-(2,4-difluorophenoxy)-5,6-difluoro-2-[(3-nitro-2-oxo-1-pyridyl)methyl]benzimidazole-1-carboxylate